C[C@@H]1N(C2=CC=CC=C2[C@@H](C1)NC1=CC=C(C=C1)NC(C#CCNC(=O)C1CCCCC1)=O)C(CC)=O N-(4-((4-(((2S,4R)-2-methyl-1-propionyl-1,2,3,4-tetrahydroquinolin-4-yl)amino)phenyl)amino)-4-oxobut-2-yn-1-yl)cyclohexane-1-carboxamide